1,3-dihydroxy-2-bromo-4,5-dimethylimidazole ON1C(N(C(=C1C)C)O)Br